ClC=1C=CC=C2C=CC=C(C12)C1=NC=C2C3=C(C=NC2=C1F)N(C([C@H]1N3C[C@@H](NC1)CS(=O)(=O)C)=O)C (8aS,11R)-3-(8-chloronaphthalen-1-yl)-4-fluoro-7-methyl-11-((methylsulfonyl)methyl)-9,10,11,12-tetrahydro-7H-pyrazino[1',2':4,5]pyrazino[2,3-c][1,6]naphthyridin-8(8aH)-one